pyridinium trifluoromethanesulfonic acid salt FC(S(=O)(=O)[O-])(F)F.[NH+]1=CC=CC=C1